7-bromo-5-(methylsulfinyl)benzo[d]oxazole-2-thiol BrC1=CC(=CC=2N=C(OC21)S)S(=O)C